3-formyl-L-glutamine C(=O)C([C@H](N)C(=O)O)CC(N)=O